(2,3-dimethylphenyl)-3-(6-fluoropyridin-3-yl)-6-methoxy-1-((2-(trimethylsilyl)ethoxy)methyl)-1H-pyrazolo[4,3-b]pyridine CC1=C(C=CC=C1C)C1=C(C=C2C(=N1)C(=NN2COCC[Si](C)(C)C)C=2C=NC(=CC2)F)OC